3-{2-[(piperidin-3-yl)amino]-5-(trifluoromethyl)pyrimidin-4-yl}-6-(pyridin-4-yl)-1H,6H,7H-pyrrolo[2,3-c]pyridin-7-one N1CC(CCC1)NC1=NC=C(C(=N1)C1=CNC=2C(N(C=CC21)C2=CC=NC=C2)=O)C(F)(F)F